CN1C[C@H]([C@@H](CC1)NC=1N=C(C(=NC1CC1=CC=C(C=C1)F)C(=O)NC)C)C 5-((Trans-1,3-dimethylpiperidin-4-yl)amino)-6-(4-fluorophenylmethyl)-N,3-dimethylpyrazine-2-carboxamide